OC(CCOC)[C@H]1[C@@H](C1)C(=O)OCC (1R,2R)-ethyl 2-(1-hydroxy-3-methoxypropyl)cyclopropanecarboxylate